OC=1C=C(OC2=C(C=C(C3=C2OC2=C(O3)C=C(C=C2O)OC2=C(C=C(C=C2O)O)O)O)O)C=C(C1)O 4-(3,5-dihydroxyphenoxy)-8-(2,4,6-trihydroxyphenoxy)dibenzop-dioxin-1,3,6-triol